6-chloro-9H-pyrido[3,4-b]Indole ClC=1C=C2C3=C(NC2=CC1)C=NC=C3